N=1N=CN2N=C(C=CC21)N2N=C(C(=C2C)CCC(=O)N2CCN(CC2)C2=CC(=CC=C2)OC)C 3-(1-([1,2,4]triazolo[4,3-b]pyridazin-6-yl)-3,5-dimethyl-1H-pyrazol-4-yl)-1-(4-(3-methoxyphenyl)piperazin-1-yl)propan-1-one